CC1=CC=CC2=C1N(CCO2)S(=O)(=O)C2=C(C=CC(=C2)N2C=NC(=C2)C)C 5-methyl-4-[2-methyl-5-(4-methylimidazol-1-yl)phenyl]sulfonyl-2,3-dihydro-1,4-benzoxazine